N1=C(C=NC=C1)[C@@H](C)NC(=O)[C@@H]1CN(CC[C@H]1NC(=O)C1=NOC(=C1)C1=C(C=C(C=C1F)F)F)C1CCCC1 |o1:11,16| (3R*,4R*)-1-Cyclopentyl-4-{[5-(2,4,6-trifluoro-phenyl)-isoxazole-3-carbonyl]-amino}-piperidine-3-carboxylic acid ((R)-1-pyrazin-2-yl-ethyl)-amide